C(C)N(C(=O)C1=C(OC=2C(=NC=NC2)NCC2CNCCO2)C=CC(=C1)F)C(C)C 2-(((5-(2-(Ethyl(isopropyl)carbamoyl)-4-fluorophenoxy)pyrimidin-4-yl)amino)methyl)morpholine